5-fluoro-2-hydroxy-3-(1H-benzimidazole-5-yl)benzonitrile FC=1C=C(C(=C(C#N)C1)O)C1=CC2=C(NC=N2)C=C1